(chloromethyl)thieno[3,2-d]pyrimidin-4(3H)-one ClCC=1NC(C2=C(N1)C=CS2)=O